2-butyl-3-(4-(3-(dibutylamino)propoxy)benzoyl)-5-aminobenzofuran C(CCC)C=1OC2=C(C1C(C1=CC=C(C=C1)OCCCN(CCCC)CCCC)=O)C=C(C=C2)N